1-(5-(1-(2,6-difluorophenyl)azetidin-3-yl)-2,3-dihydro-1H-inden-1-yl)-piperidine-4-carboxylic acid FC1=C(C(=CC=C1)F)N1CC(C1)C=1C=C2CCC(C2=CC1)N1CCC(CC1)C(=O)O